4-(3'-Cyclobutoxy-3,5-difluoro-biphenyl-4-yloxy)-butyric acid ethyl ester C(C)OC(CCCOC1=C(C=C(C=C1F)C1=CC(=CC=C1)OC1CCC1)F)=O